P(=O)(OC1=C(C=CC=C1)C)(OC1=C(C=CC=C1)C)OC1=C(C=CC=C1)C tri-tolyl phosphate